6-(4-(difluoromethoxy)-3-methoxyphenyl)-2-(4-methoxybenzyl)-4-(trifluoromethyl)pyridazin-3(2H)-one FC(OC1=C(C=C(C=C1)C=1C=C(C(N(N1)CC1=CC=C(C=C1)OC)=O)C(F)(F)F)OC)F